O=C1NC(CCC1N1C(C2=CC=C(C=C2C1)C(=O)N[C@@H](C(F)(F)F)C1=CC=C(C=C1)F)=O)=O 2-(2,6-dioxo-3-piperidinyl)-1-oxo-N-[(R)-2,2,2-trifluoro-1-(4-fluorophenyl)ethyl]Isoindoline-5-carboxamide